FC=1C=NC(=NC1)C1=C(C=CC=C1)C(=O)N1[C@@H]2[C@@H](C[C@H](C1)CC2)OC2=NC=C(C=C2)C (2-(5-fluoropyrimidin-2-yl)phenyl)((1S,4R,6R)-6-((5-methylpyridin-2-yl)oxy)-2-azabicyclo[2.2.2]oct-2-yl)methanone